C(C)N1C(NC2=CC(=CC=C2C1=O)CN1CCN(CC1)C1=C(C=C(C(=O)NC)C=C1)C)=O 4-(4-((3-ethyl-2,4-dioxo-1,2,3,4-tetrahydroquinazolin-7-yl)methyl)piperazin-1-yl)-N,3-dimethylbenzamide